methyl 4-chloro-2-[4-[(2,4-dimethoxyphenyl)methylamino]cinnolin-7-yl]benzoate ClC1=CC(=C(C(=O)OC)C=C1)C1=CC=C2C(=CN=NC2=C1)NCC1=C(C=C(C=C1)OC)OC